1-[(2R,6S)-6-[[bis(4-methoxyphenyl)-phenyl-methoxy]methyl]-6-(triisopropylsiloxy-methyl)-1,4-dioxan-2-yl]-5-methyl-pyrimidine-2,4-dione COC1=CC=C(C=C1)C(OC[C@@]1(COC[C@@H](O1)N1C(NC(C(=C1)C)=O)=O)CO[Si](C(C)C)(C(C)C)C(C)C)(C1=CC=CC=C1)C1=CC=C(C=C1)OC